3-cyclopropyl-5-(4-nitrophenyl)-1H-pyrazole C1(CC1)C1=NNC(=C1)C1=CC=C(C=C1)[N+](=O)[O-]